N1C=C(C2=CC=CC=C12)CC(CCCC)C1=C(N=C2N1CCN(C2)C2CCC(CC2)C(F)(F)F)C(=O)N [1-(1H-indol-3-yl)hexan-2-yl]-7-[4-(trifluoromethyl)cyclohexyl]-5,6,7,8-tetrahydroimidazo[1,2-a]pyrazine-2-carboxamide